4-ethoxy-N-(4-fluoro-2-methylbenzo[d]oxazol-6-yl)-2-(hexahydropyrrolo[3,4-c]pyrrol-2(1H)-yl)pyrimidine-5-carboxamide C(C)OC1=NC(=NC=C1C(=O)NC1=CC2=C(N=C(O2)C)C(=C1)F)N1CC2CNCC2C1